2-amino-3,5-dichloroaniline NC1=C(N)C=C(C=C1Cl)Cl